C(C=C)(=O)C1=C(C=CC=C1)C1=CC(=C(C=C1)C(N(C)CC1=CC(=C(C=C1)C(F)(F)F)F)=O)CC(=O)OC(C)(C)C tert-butyl [2'-acryloyl-4-({[3-fluoro-4-(trifluoromethyl)phenyl]methyl}-N-methylcarbamoyl)-3-biphenylyl]acetate